FC(CNC(O[C@H]1C[C@H](CC1)C1=CC(=NN1)NC(CC=1C=NC(=CC1)C)=O)=O)F (1R,3S)-3-(3-{[(6-meth-ylpyridin-3-yl)acetyl]-amino}-1H-pyrazol-5-yl)cyclopentyl (2,2-difluoroethyl)carbamate